Methyl 4-(2-(2-aminopyridin-3-yl)-5-(4-methyl-5-oxo-1,4-diazepan-1-yl)-3H-imidazo[4,5-b]pyridin-3-yl)benzoate NC1=NC=CC=C1C1=NC=2C(=NC(=CC2)N2CCN(C(CC2)=O)C)N1C1=CC=C(C(=O)OC)C=C1